ClC1=NC2=CC(=CC=C2N=C1)OC=1C=CC2=C(NC(=N2)C)C1F chloro-7-[(7-fluoro-2-methyl-1H-1,3-benzodiazol-6-yl)oxy]quinoxaline